1-[2-(Benzo[d]isoxazol-3-yl)phenyl]-2-(pyridin-2-yl)propan-1-amine O1N=C(C2=C1C=CC=C2)C2=C(C=CC=C2)C(C(C)C2=NC=CC=C2)N